N-(4-(6-(1-(1-(1-acryloylazetidine-3-carbonyl)piperidin-4-yl)-1H-pyrazol-4-yl)-3-cyanopyrazolo[1,5-a]pyridin-4-yl)-3-fluorophenyl)cyclopropane-carboxamide C(C=C)(=O)N1CC(C1)C(=O)N1CCC(CC1)N1N=CC(=C1)C=1C=C(C=2N(C1)N=CC2C#N)C2=C(C=C(C=C2)NC(=O)C2CC2)F